C(C)C1=C(C(=CC(=C1)C)CC)C=1CCCC2=C(C1C1=CC=C(C=C1)C=C1CN(C1)CCCF)C=CC(=C2)C(=O)O 8-(2,6-diethyl-4-methylphenyl)-9-(4-((1-(3-fluoropropyl)azetidin-3-ylidene)methyl)phenyl)-6,7-dihydro-5H-benzo[7]annulene-3-carboxylic acid